C1(CC1)[C@@H]1[C@@H](N1S(=O)(=O)C1=CC=C(C)C=C1)C(=O)O (2R,3R)-3-cyclopropyl-1-((R)-p-toluenesulfonyl)aziridine-2-carboxylic acid